CC1=C(C=C(C(=C1)O)C(C)(C)C)C(CC(C)C1=C(C=C(C(=C1)C(C)(C)C)O)C)C1=C(C=C(C(=C1)C(C)(C)C)O)C 1,1,3-tris-(2-methyl-4-hydroxy-5-tert-butylphenyl)-butane